CC1=CC=C(C=N1)C1N(OC(C1)=O)C(=O)OC(C)(C)C tert-butyl 3-(6-methylpyridin-3-yl)-5-oxo-1,2-oxazolidine-2-carboxylate